(3-bromo-5-chloro-4-cyclopropylphenoxy)(tert-butyl)dimethylsilane BrC=1C=C(O[Si](C)(C)C(C)(C)C)C=C(C1C1CC1)Cl